C(N)(OC=1C=NC=C(C1)N1C=CC=2C1=NC=C(C2)C(=O)N2C[C@H](CCC2)CC)=O (S)-(5-(5-(3-ethylpiperidine-1-carbonyl)-1H-pyrrolo[2,3-B]pyridin-1-yl) pyridin-3-yl) carbamate